C1(=CC=CC=C1)C1=CNC2=CC=CC(=C12)N1CCOCC1 4-(3-phenyl-1H-indol-4-yl)morpholine